6-acetoxy-2,4-dimethyl-m-dioxane C(C)(=O)OC1CC(OC(O1)C)C